3-glycidoxypropyl-methoxydimethoxysilane C(C1CO1)OCCC[Si](OC)(OC)OC